C(C)(C)(C)OC(=O)N1[C@H](C[C@H](C1)OC)C (2s,4r)-4-methoxy-2-methylpyrrolidine-1-carboxylic acid tert-butyl ester